5-(chroman-8-ylamino)-7-(methylamino)-N-[(3R)-1-methyl-2-oxo-pyrrolidin-3-yl]pyrazolo[1,5-a]pyrimidine-3-carboxamide O1CCCC2=CC=CC(=C12)NC1=NC=2N(C(=C1)NC)N=CC2C(=O)N[C@H]2C(N(CC2)C)=O